dimethyl-(cyclopentadienyl)(3,6-dimethyl-9-fluorenyl)silicon C[Si](C1C2=CC=C(C=C2C=2C=C(C=CC12)C)C)(C1C=CC=C1)C